4-(3-(Methylamino)azetidin-1-yl)-N-(2-phenoxyethyl)-1H-benzo[d]imidazole-1-carboxamide CNC1CN(C1)C1=CC=CC=2N(C=NC21)C(=O)NCCOC2=CC=CC=C2